C(C(=C)C)(=O)OCCC1=CC(=CC=C1)Cl 2-(3-chlorophenyl)ethyl methacrylate